5-bromo-2-(diethoxymethyl)-1,3-difluorobenzene BrC=1C=C(C(=C(C1)F)C(OCC)OCC)F